3-cyclopropyl-3-(3-hydroxyphenyl)propanoic acid C1(CC1)C(CC(=O)O)C1=CC(=CC=C1)O